5-chloro-2-[4-[(2-hydroxy-2-methyl-propyl)amino]pyrido[3,4-d]pyridazin-1-yl]phenol ClC=1C=CC(=C(C1)O)C1=C2C(=C(N=N1)NCC(C)(C)O)C=NC=C2